tert-butyl 4-((1-(2-(4-iodo-1H-pyrazol-1-yl)acetyl)piperidin-4-yl)methyl)piperazine-1-carboxylate IC=1C=NN(C1)CC(=O)N1CCC(CC1)CN1CCN(CC1)C(=O)OC(C)(C)C